ClC1=NC2=C(C(=CC=C2C(=C1)NCC(=O)OC(C)(C)C)Cl)Cl tertbutyl (2,7,8-trichloroquinolin-4-yl)glycinate